(6S)-N-[2-(difluoromethyl)-4-pyridinyl]-3-(4-methoxy-3-methyl-1,1-dioxo-1,2-thiazolidin-2-yl)-6-methyl-6,7-dihydro-4H-pyrazolo[1,5-a]pyrazine-5-carboxamide FC(C1=NC=CC(=C1)NC(=O)N1CC=2N(C[C@@H]1C)N=CC2N2S(CC(C2C)OC)(=O)=O)F